2-octylpropane-1,2,3-tricarboxylic acid C(CCCCCCC)C(CC(=O)O)(CC(=O)O)C(=O)O